(R)-3-(3-(3-(2-aminoquinazolin-8-yl)phenyl)isoxazol-5-yl)-3-hydroxy-1-methylpyrrolidin-2-one NC1=NC2=C(C=CC=C2C=N1)C=1C=C(C=CC1)C1=NOC(=C1)[C@]1(C(N(CC1)C)=O)O